N-(2-((tert-butyldimethylsilyl)oxy)ethyl)-N,N-dimethylcyclopropanaminium iodide [I-].[Si](C)(C)(C(C)(C)C)OCC[N+](C1CC1)(C)C